BrC=1C=CC(=NC1)C1=NC(=CC=C1)C1=NC=C(C=C1)Br 5,5''-dibromo-2,2':6',2''-terpyridine